9H-purine-6-amine N1=CN=C2NC=NC2=C1N